5-((azepan-2-ylmethyl)amino)-2-methyl-N-((R)-1-(naphthalen-1-yl)ethyl)benzamide N1C(CCCCC1)CNC=1C=CC(=C(C(=O)N[C@H](C)C2=CC=CC3=CC=CC=C23)C1)C